2''H-[1,2':4',1''-terpyridine]-2,2''-dione N1(C(C=CC=C1)=O)C1=NC=CC(=C1)N1C(C=CC=C1)=O